ClC1=C(OC=2CC(C(C(C2C1=O)O)O)O)CCC1=CC=CC=C1 chloro-2-(2-phenylethyl)-5,6,7-trihydroxy-5,6,7,8-tetrahydrochromone